methyl 4-(5-amino-4-((benzylsulfonyl)oxy)-3-oxo-2,3-dihydrofuran-2-yl)-2-fluorobenzoate NC1=C(C(C(O1)C1=CC(=C(C(=O)OC)C=C1)F)=O)OS(=O)(=O)CC1=CC=CC=C1